tert-butyl (2-fluoro-4-((2-morpholinopyridin-4-yl)oxy)phenyl)carbamate FC1=C(C=CC(=C1)OC1=CC(=NC=C1)N1CCOCC1)NC(OC(C)(C)C)=O